N,N'-hexamethylene-bis(3,5-di-t-butyl-4-hydroxy-hydrocinnamamide) C(C)(C)(C)C=1C=C(CCC(=O)NCCCCCCNC(CCC2=CC(=C(C(=C2)C(C)(C)C)O)C(C)(C)C)=O)C=C(C1O)C(C)(C)C